FC=1C=C(\C=N\NC2=NC(=NC(=C2)C(F)(F)F)SCC#C)C=CC1F (E)-4-(2-(3,4-difluorobenzylidene)hydrazino)-2-(prop-2-yn-1-ylthio)-6-(trifluoromethyl)pyrimidine